2-[(2S)-4-[7-(5-chloro-4-isoquinolyl)-8-fluoro-2-[3-[(1S,4S)-2-oxa-5-azabicyclo[2.2.1]heptan-5-yl]propoxy]pyrido[4,3-d]pyrimidin-4-yl]piperazin-2-yl]acetonitrile ClC1=C2C(=CN=CC2=CC=C1)C1=C(C=2N=C(N=C(C2C=N1)N1C[C@@H](NCC1)CC#N)OCCCN1[C@@H]2CO[C@H](C1)C2)F